C(C)N(CCOCCN(CC)CC)CC bis(beta-diethylaminoethyl) ether